(R) or (S)-N-(amino(1-methyl-1H-indazol-5-yl)(oxo)-λ6-sulfaneylidene)-2-(3-fluoro-2,6-diisopropylphenyl)acetamide N[S@](=NC(CC1=C(C(=CC=C1C(C)C)F)C(C)C)=O)(=O)C=1C=C2C=NN(C2=CC1)C |o1:1|